dimethyl 1-bromo-2,6-naphthalenedicarboxylate BrC1=C(C=CC2=CC(=CC=C12)C(=O)OC)C(=O)OC